(Z)-1-(5-((5-oxo-3-(trifluoromethyl)isoxazol-4(5H)-ylidene)methyl)thiophen-2-yl)pyrrolidin-3-yl phenylcarbamate C1(=CC=CC=C1)NC(OC1CN(CC1)C=1SC(=CC1)\C=C/1\C(=NOC1=O)C(F)(F)F)=O